C(C)(C)(C)OC(=O)N1CC(C1)(O)CS(NC=1N=C2C(=NC1)N(C(=N2)C2=NC(=CC=C2)OCC)C2=C(C=CC=C2OC)OC)(=O)=O 3-((N-(1-(2,6-dimethoxyphenyl)-2-(6-ethoxypyridin-2-yl)-1H-imidazo[4,5-b]pyrazin-5-yl)sulfamoyl)methyl)-3-hydroxyazetidine-1-carboxylic acid tert-butyl ester